FC1=CC=C(CN2C(NCC2)=O)C=C1 1-(4-fluorobenzyl)imidazolidin-2-one